2-((5-bromo-2-ethyl-7-methyl-2H-pyrazolo[4,3-b]pyridin-3-yl)(methyl)amino)-4-(4-fluorophenyl)thiazole-5-carbonitrile BrC=1C=C(C=2C(N1)=C(N(N2)CC)N(C=2SC(=C(N2)C2=CC=C(C=C2)F)C#N)C)C